CS(=O)(=O)C=1C=C(C=NC1)C1=NC(=NC=C1C(F)(F)F)N[C@@H]1CC[C@H](CC1)N(C(OCC(C)(C)O)=O)C1=NC=C(N=C1)C=1C=NC(=NC1)OC 2-hydroxy-2-methylpropyl (trans-4-((4-(5-(methanesulfonyl)pyridin-3-yl)-5-(trifluoromethyl)pyrimidin-2-yl)amino)cyclohexyl)(5-(2-methoxypyrimidin-5-yl)pyrazin-2-yl)carbamate